ClC1=NC(=CC(=C1)Cl)C1=CC=C(C=C1)OC 2,4-dichloro-6-(4-methoxyphenyl)pyridine